N-(1,3-Benzodioxol-4-ylmethyl)-1-[3-(2-pyridinyl)phenyl]methylamine O1COC2=C1C=CC=C2CNCC2=CC(=CC=C2)C2=NC=CC=C2